1H-Pyrazole-1-carboxylic acid N1(N=CC=C1)C(=O)O